FC=1C=C(C2=C(OC3(CC3)CO2)C1)NC1=NC=2N(C(=C1)NC)N=CC2C(=O)NC2CC21CC1 5-((7-Fluoro-3H-spiro[benzo[b][1,4]dioxine-2,1'-cyclopropan]-5-yl)amino)-7-(methylamino)-N-(spiro[2.2]pentan-1-yl)pyrazolo[1,5-a]pyrimidine-3-carboxamide